CC=1C(=NC(=NC1)NC1=CC(=C(C=C1)N1CCN(CC1)CC)F)C=1C=NN(C1)C(C)C 5-methyl-N-(3-fluoro-4-(4-ethylpiperazin-1-yl)phenyl)-4-(1-isopropyl-1H-pyrazol-4-yl)pyrimidin-2-amine